2-Amino-N-[5-[[5-(difluoromethyl)pyridin-3-yl]carbamoyl]-4-fluoro-2-methylphenyl]-1,3-thiazole-5-carboxamide NC=1SC(=CN1)C(=O)NC1=C(C=C(C(=C1)C(NC=1C=NC=C(C1)C(F)F)=O)F)C